3-Dodecyl-1-[6-(triethoxysilyl)hexyl]-1,2,4-triazole C(CCCCCCCCCCC)C1=NN(C=N1)CCCCCC[Si](OCC)(OCC)OCC